BrC1=C(C(=CC=C1)F)COC 1-bromo-3-fluoro-2-(methoxymethyl)benzene